N1=C(C=CC=C1)C picoline